tert-butyl formylazacyclooctane-1-carboxylate C(=O)C1N(CCCCCC1)C(=O)OC(C)(C)C